ClC1=CC(=C2C(=CN(C2=C1)C#C)C=1C=NN(C1)C1OCCCC1)NC(OC(C)(C)C)=O tert-butyl (6-chloro-1-ethynyl-3-(1-(tetrahydro-2H-pyran-2-yl)-1H-pyrazol-4-yl)-1H-indol-4-yl)carbamate